C(C)(C)(C)OC(=O)N1[C@@H](CC1)C(NCC=1C=C2C(=CNC2=CC1)Cl)=O (2S)-2-{[(3-chloro-1H-indol-5-yl)methyl]carbamoyl}azetidine-1-carboxylic acid tert-butyl ester